ClC=1C=C(C=CC1)N1C(N([C@H](C1)C#N)C1=CN=CC2=CC=C(C=C12)C(=O)O)=O |r| racemic-4-(3-(3-chlorophenyl)-5-cyano-2-oxoimidazolidin-1-yl)isoquinoline-6-carboxylic acid